propylene glycol chloride [Cl-].C(C(C)O)O